C(C)N(CC)CCC N,N-diethylaminopropane